1-palmitoyl-2-oleoyl-glyceryl palmitoate C(CCCCCCCCCCCCCCC)(=O)OC(C(O)(CO)C(CCCCCCC\C=C/CCCCCCCC)=O)C(CCCCCCCCCCCCCCC)=O